C(C)(=O)O[C@@H]1COCC[C@H]1NC1=NN2C(C=N1)=C(C(=C2C(C(F)(F)F)C)I)F (3S,4R)-4-({5-fluoro-6-iodo-7-[1,1,1-trifluoropropan-2-yl]pyrrolo[2,1-f][1,2,4]triazin-2-yl}amino)oxan-3-yl acetate